5-Chloro-6-cyano-pyridazin-3-yl 3-deoxy-3-[4-(3,4,5-trifluorophenyl)-1H-1,2,3-triazol-1-yl]-1-thio-α-D-galactopyranoside FC=1C=C(C=C(C1F)F)C=1N=NN(C1)[C@@H]1[C@H]([C@@H](SC=2N=NC(=C(C2)Cl)C#N)O[C@@H]([C@@H]1O)CO)O